CC1C[C@H](N(C1=O)C(=O)OC(C)(C)C)C(=O)OC 1-(tert-butyl) 2-methyl (2S)-4-methyl-5-oxopyrrolidine-1,2-dicarboxylate